[4-[6-chloro-3-[[(1R)-1-[2-(4,4-dimethyl-1-piperidyl)-3,6-dimethyl-4-oxo-chromen-8-yl]ethyl]amino]-2-pyridyl]-3-fluoro-2-formyl-phenyl] trifluoromethanesulfonate FC(S(=O)(=O)OC1=C(C(=C(C=C1)C1=NC(=CC=C1N[C@H](C)C=1C=C(C=C2C(C(=C(OC12)N1CCC(CC1)(C)C)C)=O)C)Cl)F)C=O)(F)F